4-Methyl-3-oxo-N-(4-((4-(4-(trifluoromethyl)piperidin-1-yl)phenyl)amino)benzyl)piperazine-1-carboxamide CN1C(CN(CC1)C(=O)NCC1=CC=C(C=C1)NC1=CC=C(C=C1)N1CCC(CC1)C(F)(F)F)=O